C(C)OC(=O)C=1C=NN(C1)CCC1=NC=2NCCCC2C=C1 1-(2-(5,6,7,8-tetrahydro-1,8-naphthyridin-2-yl)ethyl)-1H-pyrazole-4-carboxylic acid ethyl ester